(S)-5-(3-(cyclopropylamino)-2-oxopyrrolidin-1-yl)-N-(8-fluoro-2-methylimidazo[1,2-a]pyridin-6-yl)pyrazine-2-carboxamide C1(CC1)N[C@@H]1C(N(CC1)C=1N=CC(=NC1)C(=O)NC=1C=C(C=2N(C1)C=C(N2)C)F)=O